1-(2-((2-((3-chloro-2-fluorobenzyl)amino)-2-oxoethyl)(isopropyl)amino)-2-oxoethyl)-N5-(1-phenylethyl)-1H-indazole-3,5-dicarboxamide ClC=1C(=C(CNC(CN(C(CN2N=C(C3=CC(=CC=C23)C(=O)NC(C)C2=CC=CC=C2)C(=O)N)=O)C(C)C)=O)C=CC1)F